N4-[3,4,5-tris(octadecyloxy)benzoyl]deoxycytidine C(CCCCCCCCCCCCCCCCC)OC=1C=C(C(=O)NC2=NC(N([C@H]3C[C@H](O)[C@@H](CO)O3)C=C2)=O)C=C(C1OCCCCCCCCCCCCCCCCCC)OCCCCCCCCCCCCCCCCCC